The molecule is a polyketide obtained by hydrolysis of the pyranone ring of monacolin L. It has a role as an Aspergillus metabolite. It is a dihydroxy monocarboxylic acid, a polyketide and a member of hexahydronaphthalenes. It derives from a monacolin L. It is a conjugate acid of a monacolin L carboxylate. C[C@@H]1CC[C@@H]2[C@H]([C@H](C=CC2=C1)C)CC[C@H](C[C@H](CC(=O)O)O)O